NC1=C(C=C(N=N1)C1=C(C=CC=C1)O)N1CC2CCC(C1)N2C2=CC(=NC=C2)C#CCN2CC1(CC2)CCCC1 2-[6-amino-5-[8-[2-[3-(2-azaspiro[4.4]nonan-2-yl)prop-1-ynyl]-4-pyridyl]-3,8-diazabicyclo[3.2.1]octan-3-yl]pyridazin-3-yl]phenol